2-allyl-2-(hydroxymethyl)pent-4-enenitrile C(C=C)C(C#N)(CC=C)CO